(dimethylphosphoryl)-2-ethylquinolin CP(=O)(C)C=1C(=NC2=CC=CC=C2C1)CC